(R)-2-chloro-N-(5-chloro-6-cyanopyridin-3-yl)-8-methyl-8-(trifluoromethyl)-7,8-dihydro-6H-pyrazolo[1,5-a]pyrrolo[2,3-e]pyrimidine-6-carboxamide ClC1=NN2C(N=CC3=C2[C@@](CN3C(=O)NC=3C=NC(=C(C3)Cl)C#N)(C(F)(F)F)C)=C1